tert-Butyl (4R)-4-[(1S)-5-[methoxy(methyl)amino]-5-oxo-1-(3,3,3-trifluoropropyl)pentyl]-2,2-dimethyl-oxazolidine-3-carboxylate CON(C(CCC[C@@H](CCC(F)(F)F)[C@H]1N(C(OC1)(C)C)C(=O)OC(C)(C)C)=O)C